FC=1C=NN2C1C(NC1=C(C(=CC=C21)CN2CC1=NN(C=C1C2)C=2C=CC(=NC2F)C(=O)NCC)F)=O 5-(5-((3,6-difluoro-4-oxo-4,5-dihydropyrazolo[1,5-a]quinoxalin-7-yl)methyl)-5,6-dihydropyrrolo[3,4-c]pyrazol-2(4H)-yl)-N-ethyl-6-fluoropicolinamide